ClC1=C(NC2=C(NC3=C2C(NCC3)=O)C3=C(C=NC=C3)OCCC3OCC3)C=CC=C1Cl 3-(2,3-dichloroanilino)-2-(3-{2-[oxetan-2-yl]ethoxy}pyridin-4-yl)-1,5,6,7-tetrahydro-4H-pyrrolo[3,2-c]pyridin-4-one